CNCC1=CC=C(COC2=C3C(N(C(C3=CC=C2)=O)C2C(N(C(CC2)=O)C(=O)OC(C)(C)C)=O)=O)C=C1 tert-butyl 3-(4-((4-((methylamino)methyl)benzyl)oxy)-1,3-dioxoisoindolin-2-yl)-2,6-dioxopiperidine-1-carboxylate